NC1=NC=CC(=N1)C=1C2=C(C(=NC1)NCC=1C=C(C(=O)NCC(C)(C)F)C=CC1)CCO2 3-(((7-(2-Aminopyrimidin-4-yl)-2,3-dihydrofuro[3,2-c]pyridin-4-yl)amino)methyl)-N-(2-fluoro-2-methylpropyl)benzamide